sodium dodecylbenzenedisulfonate C(CCCCCCCCCCC)OS(=O)(=O)C=1C(=CC=CC1)S(=O)(=O)[O-].[Na+]